CC1=C(C(=CC(=C1CS)C)C)CS 2,4,6-trimethyl-1,3-xylylene mercaptan